(4,6-dimethoxypyrimidin-5-yl)-4-(4-(1-methyl-4-(trifluoromethyl)-1H-imidazol-2-yl)benzyl)oxazolo[5,4-c]pyridine COC1=NC=NC(=C1C=1OC=2C(=NC=CC2N1)CC1=CC=C(C=C1)C=1N(C=C(N1)C(F)(F)F)C)OC